COC1=CC(=C(C=C1B1OC(C(O1)(CC)CC)(CC)CC)C1=CC=C2C(=CN=NC2=C1)N)N1N=CC=C1 7-[4-methoxy-2-(1H-pyrazol-1-yl)-5-(4,4,5,5-tetraethyl-1,3,2-dioxaborolan-2-yl)phenyl]cinnolin-4-amine